ethyl 3-cyano-2-hydroxy-7-methyl-6,7-dihydro-5H-cyclopenta[b]pyridine-4-carboxylate C(#N)C=1C(=C2C(=NC1O)C(CC2)C)C(=O)OCC